((benzyloxy)carbonyl)-L-serin C(C1=CC=CC=C1)OC(=O)N[C@@H](CO)C(=O)O